N-(3-(((9Z,12Z)-octadeca-9,12-dien-1-yl)oxy)propyl)octadeca-9,12-dien-1-amine C(CCCCCCC\C=C/C\C=C/CCCCC)OCCCNCCCCCCCCC=CCC=CCCCCC